FC(OC1=NC(=CC=C1NC(N(C1=C(C=CC=C1)C(C)C)C1CCC(CC1)(O)C(C(=O)O)(F)F)=O)OC)F 2-((1r,4r)-4-(3-(2-(difluoromethoxy)-6-methoxypyridin-3-yl)-1-(2-isopropylphenyl)ureido)-1-hydroxycyclohexyl)-2,2-difluoroacetic acid